ClC=1C=[N+](C=C(C1CC(=O)OC)Cl)[O-] Methyl 2-(3,5-dichloro-1-oxido-pyridin-1-ium-4-yl)acetate